2-(2-benzylimidazo[1,2-a]pyridin-7-yl)-5-(difluoromethyl)-1,3,4-oxadiazole C(C1=CC=CC=C1)C=1N=C2N(C=CC(=C2)C=2OC(=NN2)C(F)F)C1